argon 1-Bromo-4-(trifluoromethoxy)-benzene BrC1=CC=C(C=C1)OC(F)(F)F.[Ar]